C1(CC1)C=1C=CC=2N(C1)C(=C(N2)NC(OC(C)(C)C)=O)S(=O)(=O)CC tert-butyl N-(6-cyclopropyl-3-ethylsulfonyl-imidazo[1,2-a]pyridin-2-yl)carbamate